8-benzoyl-2-(3-chlorobenzyl)-2,3,8-triazaspiro[4.5]dec-3-en-1-one C(C1=CC=CC=C1)(=O)N1CCC2(C=NN(C2=O)CC2=CC(=CC=C2)Cl)CC1